dodecyl-glutarimide acrylate C(C=C)(=O)O.C(CCCCCCCCCCC)C1C(=O)NC(CC1)=O